4-(4-bromophenyl)-1-(thian-4-yl)piperidine BrC1=CC=C(C=C1)C1CCN(CC1)C1CCSCC1